COC=1C=CC2=C(CC(NCC2)=O)C1 8-methoxy-1,3,4,5-tetrahydro-2H-benzo[d]azepin-2-one